1-[4-(2,3-dimethylphenyl)piperazin-1-yl]-2-{3-[(3S,4R)-3-fluoro-4-hydroxypiperidine-1-carbonyl]-5,6-dihydrocyclopenta[c]pyrazol-1(4H)-yl}ethan-1-one CC1=C(C=CC=C1C)N1CCN(CC1)C(CN1N=C(C2=C1CCC2)C(=O)N2C[C@@H]([C@@H](CC2)O)F)=O